COC=1C=C(CNC=2C=3N(C4=CC(=C(C=C4N2)F)C(CC2COCC4=NC(=CC=C42)C(F)(F)F)=O)C=NC3)C=CC1OC (4-((3,4-dimethoxybenzyl)amino)-7-fluoroimidazo[1,5-a]quinoxalin-8-yl)-2-(2-(trifluoromethyl)-5,8-dihydro-6H-pyrano[3,4-b]pyridin-5-yl)ethan-1-one